C(=C)OC12CC3(CC(CC(C1)C3)(C2)O)O 5-(vinyloxy)-1,3-adamantanediol